6-Bromo-N-(1-methylpiperidin-4-yl)-2-{4-[4-(pyridin-4-ylcarbonyl)piperazin-1-yl]phenyl}-3H-imidazo[4,5-b]pyridin-7-amine BrC=1C(=C2C(=NC1)NC(=N2)C2=CC=C(C=C2)N2CCN(CC2)C(=O)C2=CC=NC=C2)NC2CCN(CC2)C